O=C1N(CC2=CC(=CC=C12)N1CCCCC1)C1=CC2=C(NC(=N2)C2=CC=C(OCC(=O)NCCCC3=CC=CC=C3)C=C2)C=C1 2-(4-(5-(1-oxo-5-(piperidin-1-yl)-1,3-dihydro-2H-isoindol-2-yl)-1H-benzimidazol-2-yl)phenoxy)-N-(3-phenylpropyl)acetamide